N,N-dimethylaminoethyl-bromooctane CN(C)CCC(CCCCCCC)Br